(S)-N-(1-amino-3-hydroxy-2-methyl-1-oxopropan-2-yl)-2-methyl-5-((2-methylpyridin-3-yl)methoxy)benzofuran-3-carboxamide NC([C@@](CO)(C)NC(=O)C1=C(OC2=C1C=C(C=C2)OCC=2C(=NC=CC2)C)C)=O